ClC=1N=C(C=2NC=3C=C(C=CC3C2N1)OC)NCCCP(OCC)(OCC)=O Diethyl (3-((2-chloro-7-methoxy-5H-pyrimido[5,4-b]indol-4-yl)amino)propyl)phosphonate